2'-chloro-5'-methoxy-6-methyl-N-{5-[1-(propan-2-yl)-1H-pyrazole-3-carbonyl]-4H,5H,6H-pyrrolo[3,4-d][1,3]thiazol-2-yl}-[4,4'-bipyridine]-3-carboxamide ClC1=NC=C(C(=C1)C1=C(C=NC(=C1)C)C(=O)NC=1SC2=C(N1)CN(C2)C(=O)C2=NN(C=C2)C(C)C)OC